ClC=1C=C(C=CC1Cl)CCC(=O)N1CCC(CC1)CC(=O)N[C@H](C(=O)OC)CC1=CC=C(C=C1)F Methyl (S)-2-(2-(1-(3-(3,4-dichlorophenyl)propanoyl)piperidin-4-yl)acetamido)-3-(4-fluorophenyl)propanoate